BrC1=CC=C(S1)C(=O)Cl 5-bromothiophene-2-carbonyl chloride